[Ti+3].C=C1C2=C(C=3C(C=CC3C3=C1C=CC=C3)C[Si](=O)N(C(C)(C)C)C)C=CC=C2 (8-methylene-1,8-dihydrodibenzo[e,h]azulen-1-yl)-N-(1,1-dimethylethyl)dimethylsilanamide titanium (III)